methyl 2-(benzyloxycarbonylamino)-2-(1-methyl-2-oxo-4-piperidylidene)acetate C(C1=CC=CC=C1)OC(=O)NC(C(=O)OC)=C1CC(N(CC1)C)=O